C(#N)CC(=O)N1CC(C(=CC1)C1=C2C(=NC=C1)NC=C2)C 4-(1-(2-cyanoacetyl)-3-methyl-1,2,3,6-tetrahydropyridin-4-yl)-1H-pyrrolo[2,3-b]pyridine